C(C)(C)C1=CC=C(OCCN(C)CCOC2=CC=C(C=C2)C(C)C)C=C1 2-(4-isopropylphenoxy)-N-(2-(4-isopropylphenoxy)ethyl)-N-methylethan-1-amine